BrC=1C=C2N=CC(=NC2=CC1)Cl 6-bromo-2-chloroquinoxaline